C(CCCCCCCCC)OP1C(C2=CC=CC=C2C=2C=CC=CC12)=O 10-decyloxy-9,10-dihydro-9-oxo-10-phosphaphenanthrene